(2S,5R)-5-(2-chlorophenyl)-1-(4-cyclohexylbenzoyl)pyrrolidine-2-carboxylic acid ClC1=C(C=CC=C1)[C@H]1CC[C@H](N1C(C1=CC=C(C=C1)C1CCCCC1)=O)C(=O)O